COC(=O)C12CC3C(C(CC(C1)C3)C2)NC2=CC(=C(C=C2)N)OC 4-((4-amino-3-methoxyphenyl)amino)adamantan-1-carboxylic acid methyl ester